FC(S(=O)(=O)F)(F)F.[Li] lithium trifluoromethanesulfonyl fluoride